ClC1=C2CCC(C2=CC=C1)(CCCC=C)C(C#N)C#N 2-(4-chloro-1-(pent-4-en-1-yl)-2,3-dihydro-1H-inden-1-yl)malononitrile